5-menthanol C1(CCC(C(C1)O)C(C)C)C